benzo(4,5)thieno[3,2-d]pyrimidine N1=CN=CC2=C1C1=C(S2)C=CC=C1